NC1=NC=CC=C1CNCCO 2-(((2-aminopyridin-3-yl)methyl)amino)ethan-1-ol